2-(2-(morpholinyl)ethoxy)-4-(3-chloro-4-(pyridin-2-ylmethoxy)phenylamino)pyrimidine N1(CCOCC1)CCOC1=NC=CC(=N1)NC1=CC(=C(C=C1)OCC1=NC=CC=C1)Cl